NC1=C(C=CC(=C1)N)S 2,4-diaminothiophenol